C(C)(C)OC1=C(C=C2CCN3C(C2=C1)=C(N=C3C(=O)O)C=3SC=CC3)OC 9-isopropoxy-8-methoxy-1-(thiophen-2-yl)-5,6-dihydroimidazo[5,1-a]isoquinoline-3-carboxylic acid